Cl.NCC#CC1=CC(=C(C(=O)OC)C=C1)NC(CCCNC(C[C@H]1C=2N(C3=C(C(=N1)C1=CC=C(C=C1)Cl)C(=C(S3)C)C)C(=NN2)C)=O)=O methyl (S)-4-(3-aminoprop-1-yn-1-yl)-2-(4-(2-(4-(4-chlorophenyl)-2,3,9-trimethyl-6H-thieno[3,2-f][1,2,4]triazolo[4,3-a][1,4]diazepin-6-yl)acetamido)butanamido)benzoate hydrochloride